3-((1-(3,4-diethyl-7-methyl-5-oxo-4,5-dihydro-3H-pyrazolo[3,4-c]isoquinolin-9-yl)ethyl)amino)-6-methylpyridinecarboxylic acid C(C)N1N=CC2=C1N(C(C=1C=C(C=C(C21)C(C)NC=2C(=NC(=CC2)C)C(=O)O)C)=O)CC